N1C(=NC=C1)C1=CC=C(C(=N1)C)N1CCN(CC1)CC1=NC(=NC=C1)NC(=O)NCC 1-(4-((4-(6-(1H-imidazol-2-yl)-2-methylpyridin-3-yl)piperazin-1-yl)methyl)pyrimidin-2-yl)-3-ethylurea